tert-Butyl (3S)-3-[[4-[2-[4-[1-(4-cyanophenyl)ethylsulfonylamino]-2,3-difluoro-phenoxy]-3-pyridyl]pyrimidin-2-yl]amino]piperidine-1-carboxylate C(#N)C1=CC=C(C=C1)C(C)S(=O)(=O)NC1=C(C(=C(OC2=NC=CC=C2C2=NC(=NC=C2)N[C@@H]2CN(CCC2)C(=O)OC(C)(C)C)C=C1)F)F